FC1=C(C=C(C=C1)C(NCCC)=O)B(O)O 2-FLUORO-5-(PROPYLCARBAMOYL)BENZENEBORONIC ACID